CN(CCCCN(C)C)C N,N,N',N'-tetramethylbutylenediamine